N-(3-(2,6-dioxopiperidin-3-yl)-1-methyl-1H-indazol-6-yl)-2-(4-((S)-3-(3-methyl-4-(4,4,5,5-tetramethyl-1,3,2-dioxaborolan-2-yl)phenoxy)butyl)piperidin-1-yl)acetamide O=C1NC(CCC1C1=NN(C2=CC(=CC=C12)NC(CN1CCC(CC1)CC[C@H](C)OC1=CC(=C(C=C1)B1OC(C(O1)(C)C)(C)C)C)=O)C)=O